S1CNC=2C=NC=CC21 dihydro-thiazolo[4,5-c]pyridine